(2R)-2-(hydroxymethyl)-5-oxopyrrolidin OC[C@@H]1NC(CC1)=O